(3-(2-((2-azaspiro[3.3]heptan-6-yl)amino)-5-(trifluoromethyl)pyrimidin-4-yl)-1H-indol-7-yl)dimethylphosphine C1NCC12CC(C2)NC2=NC=C(C(=N2)C2=CNC1=C(C=CC=C21)P(C)C)C(F)(F)F